(S)-5-(6-(tert-butylamino)-4-(trifluoromethyl)pyridin-3-yl)-4-(2-methylpyrrolidine-1-carbonyl)thiazole-2-carboxylic acid C(C)(C)(C)NC1=CC(=C(C=N1)C1=C(N=C(S1)C(=O)O)C(=O)N1[C@H](CCC1)C)C(F)(F)F